C(N)(=O)C=1C=C(C=CC1F)NC(=O)C=1N(N=CC1C(F)(F)F)CC1CC(CC1)(F)F N-(3-carbamoyl-4-fluorophenyl)-2-[(3,3-difluorocyclopentyl)methyl]-4-(trifluoromethyl)pyrazole-3-carboxamide